BrC1=C(C(=O)N(C)OC)C=C(C(=C1)N1CCC(CC1)CC=C)[N+](=O)[O-] 2-bromo-N-methoxy-N-methyl-5-nitro-4-[4-(prop-2-en-1-yl)piperidin-1-yl]benzamide